ClC=1C(=C(NC1C)C1=C(C=CC=C1)C#N)C(=O)O 4-chloro-2-(2-cyanophenyl)-5-methyl-1H-pyrrole-3-carboxylic acid